lithium 2,4,6-tribromophenoxide BrC1=C([O-])C(=CC(=C1)Br)Br.[Li+]